cyclopropyl-6-methyl-4-[(1-methylcyclopropyl)amino]furo[2,3-d]pyrimidine-5-carboxamide C1(CC1)C=1N=C(C2=C(N1)OC(=C2C(=O)N)C)NC2(CC2)C